C1(CC1)C1=NC=CC(=C1CSC=1NC(C2=C(N1)CCC2)=O)C 2-{[(2-Cyclopropyl-4-methylpyridin-3-yl)methyl]sulfanyl}-3H,5H,6H,7H-cyclopenta[d]pyrimidin-4-one